oxaNe-4-amine O1CCC(CC1)N